CC(C)C[C@H]1C(=O)N2[C@H](C[C@@]3([C@H]2N(C4=CC=CC=C43)C(=O)C)O)C(=O)N1 The molecule is an organic heterotetracyclic compound that is 6,10b,11,11a-tetrahydro-H-pyrazino[1',2':1,5]pyrrolo[2,3-b]indole-,4(3H,5aH)-dione substituted by an acetyl group at position 6, a hydroxy group at position 10b and a 2-methylpropyl group at position 3. It has been isolated from in Aspergillus species. It has a role as an Aspergillus metabolite. It is a dipeptide, an organic heterotetracyclic compound, a member of acetamides and a tertiary alcohol.